IC1=CC(=C(C=C1)C1=C(C=C(C=C1)I)C)C 4,4'-diiodo-2,2'-dimethylbiphenyl